(R)-5-((((3'-chloro-2'-(2-chloro-3-((3-fluoro-4-((((R)-2-hydroxypropyl)amino)methyl)pyridin-2-yl)amino)phenyl)-6-methoxy-[2,4'-bipyridin]-5-yl)methyl)amino)methyl)pyrrolidin-2-one ClC=1C(=NC=CC1C1=NC(=C(C=C1)CNC[C@H]1CCC(N1)=O)OC)C1=C(C(=CC=C1)NC1=NC=CC(=C1F)CNC[C@@H](C)O)Cl